ethyl (R)-3-(2-(3-((2-formyl-3-hydroxyphenoxy)methyl)thiomorpholine-4-carbonyl)phenyl)propanoate C(=O)C1=C(OC[C@H]2N(CCSC2)C(=O)C2=C(C=CC=C2)CCC(=O)OCC)C=CC=C1O